1-(5-chloro-3-fluoropyridin-2-yl)-3-(oxetan-3-ylmethyl)-4-(4-(trifluoromethyl)-benzyl)piperazine-2,5-dione ClC=1C=C(C(=NC1)N1C(C(N(C(C1)=O)CC1=CC=C(C=C1)C(F)(F)F)CC1COC1)=O)F